(7,13,16-tris-carboxymethyl-1,10-dioxa-4,7,13,16-tetraaza-cyclooctadec-4-yl)-acetic acid C(=O)(O)CN1CCN(CCOCCN(CCN(CCOCC1)CC(=O)O)CC(=O)O)CC(=O)O